ethyl 2-(2-((7-(4-(((tert-butylsulfinyl)imino)methyl)thiazol-2-yl)benzofuran-5-yl)methoxy)phenyl)acetate C(C)(C)(C)S(=O)N=CC=1N=C(SC1)C1=CC(=CC=2C=COC21)COC2=C(C=CC=C2)CC(=O)OCC